N-(6-{3-Azabicyclo[3.1.0]hexan-3-yl}-4-[1-(cyclopropylmethyl)piperidin-4-yl]-3-fluoropyridin-2-yl)-5-cyclopropylpyrazin-2-amine C12CN(CC2C1)C1=CC(=C(C(=N1)NC1=NC=C(N=C1)C1CC1)F)C1CCN(CC1)CC1CC1